tert-butyl 4-(2-((5-bromo-4-methylpyridin-3-yl)oxy)ethyl)piperazine-1-carboxylate BrC=1C(=C(C=NC1)OCCN1CCN(CC1)C(=O)OC(C)(C)C)C